N-(4-fluorophenyl)-2,4-dihydroxy-5-isopropylbenzamide FC1=CC=C(C=C1)NC(C1=C(C=C(C(=C1)C(C)C)O)O)=O